6-(3-Fluoro-5-isobutoxyphenyl)-2-(4-methylphenoxy)-N-(1H-pyrazol-5-ylsulfonyl)pyridin-3-carboxamid FC=1C=C(C=C(C1)OCC(C)C)C1=CC=C(C(=N1)OC1=CC=C(C=C1)C)C(=O)NS(=O)(=O)C1=CC=NN1